C(C)(C)(C)OC(=O)NC1=NC=CC(=C1Cl)N1N=CC(=C1C(F)(F)F)C(=O)O 1-(2-((tert-butoxycarbonyl)amino)-3-chloropyridin-4-yl)-5-(trifluoromethyl)-1H-pyrazole-4-carboxylic acid